3-Phenylcyclopentan-1-one C1(=CC=CC=C1)C1CC(CC1)=O